N-(3-(pyrrolidin-1-yl)propyl)-[2,2'-bipyridin]-5-amine N1(CCCC1)CCCNC=1C=CC(=NC1)C1=NC=CC=C1